2,6-diphenyl-4-methylaniline C1(=CC=CC=C1)C1=C(N)C(=CC(=C1)C)C1=CC=CC=C1